1-[4-[6-[5-[[6-(1-methoxy-1-methyl-ethyl)pyrazin-2-yl]amino]-1-methyl-pyrazol-4-yl]-3-pyridinyl]phenyl]cyclopropanecarboxylic acid methyl ester COC(=O)C1(CC1)C1=CC=C(C=C1)C=1C=NC(=CC1)C=1C=NN(C1NC1=NC(=CN=C1)C(C)(C)OC)C